C1(=CC=C(C=C1)C[C@@H](CNC1CC(NC(C1)(C)C)(C)C)NCCC(C)(C)C)C1=CC=CC=C1 (S)-N-(1-([1,1'-biphenyl]-4-yl)-3-((2,2,6,6-tetramethylpiperidin-4-yl)amino)propan-2-yl)-3,3-dimethylbutylamine